FC=1C=C2CN(C(NC2=CC1)=O)C1=C(OCC(=O)OCC)C=CC=C1 ethyl 2-(2-(6-fluoro-2-oxo-1,4-dihydroquinazolin-3(2H)-yl)phenoxy)-acetate